BrC1=CC=C2[C@]([C@@H](COC2=C1F)F)(C#N)N[S@@](=O)C(C)(C)C (S)-N-((3S,4R)-7-bromo-4-cyano-3,8-difluorochroman-4-yl)-2-methylpropane-2-sulfinamide